N-((3R,4S)-4-((6-(2,6-dichloro-3,5-di-methoxyphenyl)-8-(1-methylpiperidin-4-yl)pyrido[3,4-d]pyrimidin-2-yl)amino)tetrahydrofuran-3-yl)acrylamide ClC1=C(C(=C(C=C1OC)OC)Cl)C1=CC2=C(N=C(N=C2)N[C@H]2[C@H](COC2)NC(C=C)=O)C(=N1)C1CCN(CC1)C